FC(C1=NC(=NN1C([2H])([2H])[2H])C=1C=CC(=NC1C)N[C@@H]1CN(CC1)C([C@H](C)C1=CC(=NC=C1F)OC)=O)F (2R)-1-[(3S)-3-({5-[5-(Difluoromethyl)-1-(2H3)methyl-1H-1,2,4-triazol-3-yl]-6-methylpyridin-2-yl}amino)pyrrolidin-1-yl]-2-(5-fluoro-2-methoxypyridin-4-yl)propan-1-on